2-Chloro-5-((4-(2-(4-chlorophenyl)-6,8-difluoroimidazo[1,2-a]pyridin-3-yl)-1H-1,2,3-triazol-1-yl)methyl)benzamid ClC1=C(C(=O)N)C=C(C=C1)CN1N=NC(=C1)C1=C(N=C2N1C=C(C=C2F)F)C2=CC=C(C=C2)Cl